C1(=CC=CC=C1)CC(=O)OC(CC(C)C)=O isovaleryl phenylacetate